C(C)(C)(C)OC(=O)N1[C@H](C[C@@](C1)(C1=CC=CC=C1)O)C(NC1=C(C=CC(=C1)C(CCC1CC1)(C1=CC=NC=C1)NS(=O)(=O)C(C)(C)C)F)=O (2R,4S)-2-(5-((-)-3-cyclopropyl-1-((R)-1,1-Dimethylethylsulfonamido)-1-(pyridin-4-yl)propyl)-2-fluorophenylcarbamoyl)-4-hydroxy-4-phenylpyrrolidine-1-carboxylic acid tert-butyl ester